OC(=O)C(F)(F)F.NC1=C(C=CC=C1)NC(C1=CC=C(C=C1)CS(=O)(=O)N1CCC(CC1)CNC1C(C1)C1=CC=CC=C1)=O N-(2-aminophenyl)-4-(((4-(((2-phenylcyclopropyl)amino)methyl)piperidin-1-yl)sulfonyl)methyl)benzamide TFA salt